(3-(2,4-dioxotetrahydropyrimidin-1(2H)-yl)-2-methylquinolin-7-yl)methyl (3-chloro-4-methylphenyl)carbamate ClC=1C=C(C=CC1C)NC(OCC1=CC=C2C=C(C(=NC2=C1)C)N1C(NC(CC1)=O)=O)=O